(S)-3-chloro-N-(1-((1-cyanocyclopropyl)amino)-1-oxo-3-(5-(trifluoromethyl)benzo[d]oxazol-2-yl)propan-2-yl)phenylpropionamide ClC=1C=C(C=CC1)[C@@H](C(=O)NC(C(=O)NC1(CC1)C#N)CC=1OC2=C(N1)C=C(C=C2)C(F)(F)F)C